CC[C@H]1C[NH+]2CCC3=CC(=C(C=C3[C@@H]2C[C@@H]1C[C@@H]4C5=CC(=C(C=C5CC[NH2+]4)OC)OC)OC)OC The molecule is an ammonium ion derivative obtained from protonation of the nitrogens of emetine. It is the major species at pH 7.3. It is a conjugate acid of an emetine.